(1-Methylpyrazol-4-yl)-[rac-(5s,7s)-7-fluoro-5-phenyl-6,7-dihydro-5H-pyrrolo[1,2-b][1,2,4]triazol-2-yl]methanone CN1N=CC(=C1)C(=O)C=1N=C2N(N1)[C@@H](C[C@@H]2F)C2=CC=CC=C2 |r|